[N].[C].N#CN cyanamide carbon nitrogen